5-amino-2-(8-chloro-2-methylquinolin-3-yl)-5-oxopentanoate NC(CCC(C(=O)[O-])C=1C(=NC2=C(C=CC=C2C1)Cl)C)=O